benzyl (4-(4-((9-(2-(2,6-dioxopiperidin-3-yl)-1-oxoisoindolin-5-yl)-3,9-diazaspiro[5.5]undecan-3-yl)methyl)piperidin-1-yl)-5-ethyl-2-methoxyphenyl)carbamate O=C1NC(CCC1N1C(C2=CC=C(C=C2C1)N1CCC2(CCN(CC2)CC2CCN(CC2)C2=CC(=C(C=C2CC)NC(OCC2=CC=CC=C2)=O)OC)CC1)=O)=O